tris(N,N-diethylethanaminium) 8-[2-(4-{[(2,5-dioxopyrrolidin-1-yl)oxy]carbonyl}piperidin-1-yl)-2-oxoethoxy]pyrene-1,3,6-trisulfonate O=C1N(C(CC1)=O)OC(=O)C1CCN(CC1)C(COC=1C=C(C=2C=CC3=C(C=C(C=4C=CC1C2C43)S(=O)(=O)[O-])S(=O)(=O)[O-])S(=O)(=O)[O-])=O.C(C)[NH+](CC)CC.C(C)[NH+](CC)CC.C(C)[NH+](CC)CC